C(C)C=1C=C(C=CC1)NC(=O)C1C(=NN(C1=O)C1=CC=CC=C1)C1=CC=CC=C1 N-(3-ethylphenyl)-5-oxo-1,3-diphenyl-4,5-dihydro-1H-pyrazole-4-carboxamide